di-phenyl-p-phenylenediamine C1(=CC=CC=C1)NC1=CC=C(C=C1)NC1=CC=CC=C1